2-amino-9-((2R,3R,5S)-3-hydroxy-5-(hydroxymethyl)tetrahydrofuran-2-yl)-7-(3-hydroxybenzyl)-7,9-dihydro-8H-purin-8-one NC1=NC=C2N(C(N(C2=N1)[C@@H]1O[C@@H](C[C@H]1O)CO)=O)CC1=CC(=CC=C1)O